p-octadecylhydroxyethyl-phenetole C(CCCCCCCCCCCCCCCCC)C1=CC(=C(C=C1)OCC)CCO